2,2-Dimethylbenzene CC1(CC=CC=C1)C